(5R,7S)-5,12-dihydroxy-5-methyl-1,11-dioxo-N-(2,4,6-trifluorobenzyl)-1,4,5,6,7,11-hexahydro-3H-2,7-methanopyrido[1,2-a][1,4]diazonine-10-carboxamide O[C@@]1(CCN2C(C=3N([C@@H](C1)C2)C=C(C(C3O)=O)C(=O)NCC3=C(C=C(C=C3F)F)F)=O)C